CC=1C=C(C(=O)OC2=C(C(=CC(=C2)Cl)C=NC2=C(C=C(C=C2)Cl)Cl)OC(C(C)C)=O)C=CC1 5-chloro-3-((2,4-dichlorophenyl-imino)meth-yl)-2-(isobutyryloxy)phenyl 3-methylbenzoate